S1C(=NC2=C1C=CC=C2)NC2=C(C1=C(N=N2)N(CCC1)C=1SC(=C(N1)C(=O)OCC)CCCOC1=C(C=C(C=C1)C#CCNC)F)C ethyl 2-{3-[(1,3-benzothiazol-2-yl)amino]-4-methyl-5H,6H,7H,8H-pyrido[2,3-c]pyridazin-8-yl}-5-(3-{2-fluoro-4-[3-(methylamino)prop-1-yn-1-yl]phenoxy}propyl)-1,3-thiazole-4-carboxylate